ClC1=CC=C(C=N1)C1=NOC(=C1CN1N=CC(=CC1=O)N1[C@@H]([C@@H](C1)O)C)C |o1:21,22| 2-((3-(6-chloropyridin-3-yl)-5-methylisoxazol-4-yl)methyl)-5-((2R,3R) or (2S,3S)-3-hydroxy-2-methylazetidin-1-yl)pyridazin-3(2H)-one